BrC1=NN(C(=N1)Br)C(C)C 3,5-Dibromo-1-isopropyl-1H-1,2,4-triazole